CC1(C2=C(NC1)C=CN2)C 3,3-dimethyl-2,3-dihydro-1H-pyrrolo[3,2-b]pyrrole